6-(5-(3-methylpyridin-2-ylamino)-1,2,4-thiadiazol-3-yl)-N-(2,2,2-trifluoroethyl)nicotinamide CC=1C(=NC=CC1)NC1=NC(=NS1)C1=NC=C(C(=O)NCC(F)(F)F)C=C1